OC(=O)C(F)(F)F.CC(C[C@H](N)B1O[C@H]2[C@@](O1)(C[C@H]1C([C@@H]2C1)(C)C)C)C (R)-3-methyl-1-((3aR,4S,6S,7aS)-5,5,7a-trimethyl-hexahydro-4,6-methanobenzo[d][1,3,2]dioxaborol-2-yl)butan-1-amine TFA salt